C1(=CC=C(C=C1)C=1C2=C(CC3=C(N1)C=CC=C3)C=CC=C2)C 6-(p-Tolyl)-11H-dibenzo[b,e]azepine